Methyl 2-(5-chloro-4-methyl-2-oxo-1H-1,6-naphthyridin-3-yl)acetate ClC1=C2C(=C(C(NC2=CC=N1)=O)CC(=O)OC)C